butane di-hydroxide [OH-].[OH-].CCCC